Tert-butyl 5-(4-chloro-2-(dimethylcarbamoyl)-7-fluorobenzo[b]thiophen-6-yl)-3,6-dihydropyridine-1(2H)-carboxylate ClC1=CC(=C(C=2SC(=CC21)C(N(C)C)=O)F)C2=CCCN(C2)C(=O)OC(C)(C)C